(±)-3-(2-(2,4-dimethylcyclohex-3-en-1-yl)-1,3-dioxolan-4-yl)-1-phenylpropan-1-one CC1C(CCC(=C1)C)C1OCC(O1)CCC(=O)C1=CC=CC=C1